C(CCCCCCCCCCC)(=O)OCCC1=CC=C(C=C1)OCC1=CC=CC=C1 Dodecanoic acid, 2-[4-(phenylMethoxy)phenyl]ethyl ester